3-(3,4-Dihydro-2H-1-benzopyran-4-yl)-4-ethoxy-4-oxobutanoic acid O1CCC(C2=C1C=CC=C2)C(CC(=O)O)C(=O)OCC